OC1=C(C=CC=C1)C=CCC 4-(hydroxyphenyl)-3-butene